ClC1=C(OC=2C=C3CCN(CC3=CC2)CC2CC2)C(=CC(=C1)[N+](=O)[O-])Cl 6-(2,6-dichloro-4-nitrophenoxy)-2-(cyclopropylmethyl)-3,4-dihydroisoquinolin